C(#N)C=1N=C(OC1N(P(OCC)(OCC)=O)C)C1=C(C(=CC(=C1)Cl)Cl)Cl diethyl (4-cyano-2-(2,3,5-trichlorophenyl)oxazol-5-yl)(methyl)phosphoramidate